C1(CC1)OC[C@H](C(N[C@@H](CCCC1=CC=CC=C1)B1O[C@@]2([C@H](O1)C[C@H]1C([C@@H]2C1)(C)C)C)=O)NC(=O)C1=NC=CN=C1 N-((R)-3-cyclopropoxy-1-oxo-1-(((R)-4-phenyl-1-((3aS,4S,6S,7aR)-3a,5,5-trimethylhexahydro-4,6-methanobenzo[d][1,3,2]dioxaborol-2-yl)butyl)amino)propan-2-yl)pyrazine-2-carboxamide